[Si](C)(C)(C(C)(C)C)OCCCC(=O)NC 4-[(tert-butyldimethylsilyl)oxy]-N-methylbutanamide